O1C(CCCC1)COC1=NN=C(S1)N ((tetrahydro-2H-pyran-2-yl)methoxy)-1,3,4-thiadiazol-2-amine